C(=O)C1NCCCC1 2-FORMYLPIPERIDINE